BrC=1C(=C(SC1)NC(CN1C(C=CC2=CC=C(C=C12)C#N)=O)=O)C1=NC=NN1 N-(4-bromo-3-(1H-1,2,4-triazol-5-yl)thiophen-2-yl)-2-(7-cyano-2-oxoquinolin-1(2H)-yl)acetamide